FC=1C=C2C(=NC1)CN(C2)C(=O)NC2=CC=C(C=C2)C2CCN(CC2)C(=O)C2(COC2)O 3-FLUORO-N-(4-(1-(3-HYDROXYOXETANE-3-CARBONYL)PIPERIDIN-4-YL)PHENYL)-5,7-DIHYDRO-6H-PYRROLO[3,4-B]PYRIDINE-6-CARBOXAMIDE